ClC1=C(C(=O)NC2=NN=NN2C)C=CC(=C1OCC)S(=O)(=O)C 2-chloro-3-ethoxy-4-(methylsulfonyl)-N-(1-methyl-1H-tetrazol-5-yl)benzamide